(2S)-2-(6-chloro-5-methyl-1,1-dioxidobenzo[e][1,4,3]oxathiazin-2(3H)-yl)-3-(6-fluoro-2,3-dimethylphenyl)butanoic acid ClC1=C(C2=C(S(N(CO2)[C@H](C(=O)O)C(C)C2=C(C(=CC=C2F)C)C)(=O)=O)C=C1)C